FC=1C=C2C(=NC1)C=CN2C[C@@H]2CC[C@H](CC2)C(=O)OC methyl trans-4-[(6-fluoropyrrolo[3,2-b]pyridin-1-yl)methyl]cyclohexanecarboxylate